5,6-difluoro-3-(3-(4-((trifluoromethyl)thio)phenyl)ureido)-1H-indole FC=1C=C2C(=CNC2=CC1F)NC(=O)NC1=CC=C(C=C1)SC(F)(F)F